(2,4,5-trifluorobenzyl)uracil FC1=C(CC=2C(NC(NC2)=O)=O)C=C(C(=C1)F)F